C=CN1CCCCCC1=O VINYLCAPROLACTAM